ClC=1C=C(C=CC1)N[C@H](CC(C)C)C(=O)N1[C@@H]2CC([C@H]([C@H]1C(=O)N[C@@H](C[C@H]1C(NCC1)=O)C#N)CC2)(F)F (1S,3S,4S)-2-((3-chlorophenyl)-D-leucyl)-N-((S)-1-cyano-2-((S)-2-oxopyrrolidin-3-yl)ethyl)-5,5-difluoro-2-azabicyclo[2.2.2]octane-3-carboxamide